FC1=C(C=CC=C1CC1=NNC(C2=CC=CC=C12)=O)C1=CC2=C(NC(=N2)NC(OC)=O)C=C1 Methyl (5-(2-fluoro-3-((4-oxo-3,4-dihydrophthalazin-1-yl)methyl)phenyl)-1H-benzoimidazol-2-yl)carbamate